N1=CC=C(C=C1)C1=CC2=C(N=C(S2)NC2=NC=CC(=C2)NCCO)C=C1 2-((2-((6-(pyridin-4-yl)benzo[d]thiazol-2-yl)amino)pyridin-4-yl)amino)ethanol